[N+](=O)([O-])C=1C=C(C=CC1C)S(=O)(=O)Cl 3-Nitro-4-methylbenzenesulfonyl chloride